propyl alpha-chloroacetate ClCC(=O)OCCC